BrCC1=C(C(=NN1C[C@H](C)O[Si](C)(C)C(C)(C)C)C)I (S)-5-(bromomethyl)-1-(2-((tert-butyldimethylsilyl)oxy)propyl)-4-iodo-3-methyl-1H-pyrazole